C(C)NC=O N-ethyl-formamide